1-carboxyethyl-3,3-dimethyl-9'-methoxyspiro[benz[g]-indoline-2,3'-[3H]-naphtho[2,1-b][1,4]oxazine] C(=O)(O)C(C)C1=NC2=C(OC13NC1=C4C(=CC=C1C3(C)C)C=CC=C4)C=CC4=CC=C(C=C42)OC